FCCCC Fluorobutane